CC(C)(CCC[C@@H](C)[C@H]1CC[C@H]2[C@@H]3CC=C4[C@H]([C@H](CC[C@]4(CO)[C@H]3CC[C@]12C)O)O)O cholest-6(5)-ene-3β,4β,19,25-tetraol